(E)-3-(4,5-dihydro-2H,3'H-spiro[furan-3,1'-isobenzofuran]-5'-yl)acrylic acid methyl ester COC(\C=C\C=1C=C2COC3(C2=CC1)COCC3)=O